(R)-2-amino-6-(4-(4-(2-hydroxyethyl)piperazine-1-carbonyl)-2-methoxybenzyl)-4-(pentan-2-ylamino)pyridin NC1=NC(=CC(=C1)N[C@H](C)CCC)CC1=C(C=C(C=C1)C(=O)N1CCN(CC1)CCO)OC